C(C=C)(=O)N1C[C@@H](CCCC1)N1C(=NC2=C1C(=C(C=C2)OC2C(NCC2)=O)Cl)NC(C2=CC(=NC=C2)C)=O N-(1-((R)-1-acryloylazepan-3-yl)-7-chloro-6-((2-oxopyrrolidin-3-yl)oxy)-1H-benzo[d]imidazol-2-yl)-2-methylisonicotinamide